(R)-3-((S)-1-hydroxyethyl)piperidin O[C@@H](C)[C@H]1CNCCC1